COC=1C=C(C(=O)O)C=CC1CC1=CN(C2=CC=C(C=C12)N)C 3-methoxy-4-[(1-methyl-5-amino-1H-indol-3-yl)methyl]benzoic acid